C(CCC)N(C1=NN(NC(=C1)N(C1CC(N(C(C1)(C)C)C)(C)C)CCCC)NCCCN(CCN(CCCNN1NC(=CC(=N1)N(C1CC(N(C(C1)(C)C)C)(C)C)CCCC)N(C1CC(N(C(C1)(C)C)C)(C)C)CCCC)N1NC(=CC(=N1)N(C1CC(N(C(C1)(C)C)C)(C)C)CCCC)N(C1CC(N(C(C1)(C)C)C)(C)C)CCCC)N1NC(=CC(=N1)N(C1CC(N(C(C1)(C)C)C)(C)C)CCCC)N(C1CC(N(C(C1)(C)C)C)(C)C)CCCC)C1CC(N(C(C1)(C)C)C)(C)C N,N',N'',N'''-tetrakis-(4,6-bis-(butyl-(N-methyl-2,2,6,6-tetramethylpiperidine-4-yl)amino)-triazine-2-yl)-4,7-diazadecane-1,10-diamine